FC(F)(F)C=1OC2=C(N1)C=CC=C2 (trifluoromethyl)benzo[d]oxazol